Racemic-N-(3-acetyl-8,9-difluoro-6-oxo-1,2,3,4,5,6-hexahydrobenzo[c][1,7]naphthyridin-1-yl)-N-methyl-1H-indole-2-carboxamide C(C)(=O)N1C[C@@H](C=2C3=C(C(NC2C1)=O)C=C(C(=C3)F)F)N(C(=O)C=3NC1=CC=CC=C1C3)C |r|